2-(6-((7-azaspiro[3.5]nonan-2-yl)oxy)cinnolin-3-yl)phenol C1C(CC12CCNCC2)OC=2C=C1C=C(N=NC1=CC2)C2=C(C=CC=C2)O